C(C)(C)NC(CC)=NC(C)C N,N'-diisopropylpropionimidamide